5-cyclopropyl-2-[5-(4-cyclopropylphenyl)-3-(ethanesulfonyl)pyridin-2-yl]-3-methyl-6-(trifluoromethyl)imidazo[4,5-c]pyridin-4-one C1(CC1)N1C(C2=C(C=C1C(F)(F)F)N=C(N2C)C2=NC=C(C=C2S(=O)(=O)CC)C2=CC=C(C=C2)C2CC2)=O